1-(1-(1-(2-fluoroacryloyl)azetidin-3-yl)-3-(4-(trifluoromethyl)phenyl)-1H-indazole-7-carbonyl)-N-phenylpiperidine-4-carboxamide FC(C(=O)N1CC(C1)N1N=C(C2=CC=CC(=C12)C(=O)N1CCC(CC1)C(=O)NC1=CC=CC=C1)C1=CC=C(C=C1)C(F)(F)F)=C